2-(3-amino-2-oxopyridin-1(2H)-yl)acetonitrile NC=1C(N(C=CC1)CC#N)=O